FC=1C=C(C=CC1)CCC(=O)NC1CCN(CC1)C=1C2=C(N=CN1)C(=CS2)C 3-(3-Fluorophenyl)-N-(1-(7-methylthieno[3,2-d]pyrimidin-4-yl)piperidin-4-yl)propanamide